COC(=O)[C@H]1N(C[C@@H](C1)C1=CC=CC=C1)C(=O)OC(C)(C)C (2s,4s)-4-phenylpyrrolidine-1,2-dicarboxylic acid 1-(tert-butyl) ester 2-methyl ester